NCC(C)(C)C(=O)[O-] aminoTert-butyl-carboxylate